1,2-bistetrazol-5-ylethane N1N=NN=C1CCC1=NN=NN1